S(SC=1C(=C(C(=O)OC)C=CC1)[N+](=O)[O-])C=1C(=C(C(=O)OC)C=CC1)[N+](=O)[O-] dimethyl 3,3'-disulfanediylbis(2-nitrobenzoate)